3-FORMYLPHENYL 4-IODO-1-METHYL-1H-PYRAZOLE-5-CARBOXYLATE IC=1C=NN(C1C(=O)OC1=CC(=CC=C1)C=O)C